C(#N)C=1[NH+]=C(NC1C#N)C(F)(F)F.[Li+] lithium 4,5-dicyano-2-trifluoromethylimidazolium